BrC1=NN=C(S1)N1CCNCC1 1-(5-bromo-1,3,4-thiadiazol-2-yl)-piperazine